NC=1SC(=CN1)C(=O)NC1=C(C=C(C(=C1)C(NC1CC(C1)C#N)=O)F)C 2-Amino-N-[5-[(3-cyanocyclobutyl)carbamoyl]-4-fluoro-2-methylphenyl]-1,3-thiazole-5-carboxamide